C(CCCCCCCCCCCCCCCCC)(=O)O[C@@H](COC(CCCCCCCCCCCCCCCCC)=O)[C@@H](OC(CCCCCCCCCCCCCCCCC)=O)[C@@H](OC(CCCCCCCCCCCCCCCCC)=O)[C@H](OC(CCCCCCCCCCCCCCCCC)=O)COC(CCCCCCCCCCCCCCCCC)=O Galactitol hexastearate